N-(3-(2-(dimethylamino)pyridin-3-yl)-1H-pyrrolo[2,3-b]pyridin-6-yl)cyclopropanecarboxamide CN(C1=NC=CC=C1C1=CNC2=NC(=CC=C21)NC(=O)C2CC2)C